ClC1=C(C(=O)NC2=CC=C(C=C2)NS(=O)(=O)C2=CC=CC=C2)C=CC=C1 2-chloro-N-(4-(phenylsulfonamido)phenyl)benzamide